7-methyl-2-(p-tolyl)imidazo[1,2-a]Pyridine CC1=CC=2N(C=C1)C=C(N2)C2=CC=C(C=C2)C